2-Chloro-4-(oxetan-3-yloxy)-5-(trifluoromethyl)pyrimidine tert-butyl-4-[2-[4-(4-fluorophenyl)-2-(trifluoromethyl)imidazol-1-yl]acetyl]piperazine-1-carboxylate C(C)(C)(C)OC(=O)N1CCN(CC1)C(CN1C(=NC(=C1)C1=CC=C(C=C1)F)C(F)(F)F)=O.ClC1=NC=C(C(=N1)OC1COC1)C(F)(F)F